1,3-bis(fluorosulfonyl)benzene methyl-7-((methylsulfonyloxy)methyl)-1-propoxy-1,4a,5,7a-tetrahydrocyclopenta[c]pyran-4-carboxylate COC(=O)C=1C2C(C(OC1)OCCC)C(=CC2)COS(=O)(=O)C.FS(=O)(=O)C2=CC(=CC=C2)S(=O)(=O)F